benzyl (R)-3-(3-((R)-4-(4-chloro-2-(difluoromethyl)benzoyl)-2-ethylpiperazin-1-yl)-6-(2-ethoxy-phenyl) picolinamido)pyrrolidine-1-carboxylate ClC1=CC(=C(C(=O)N2C[C@H](N(CC2)C=2C(=NC(=CC2)C2=C(C=CC=C2)OCC)C(=O)N[C@H]2CN(CC2)C(=O)OCC2=CC=CC=C2)CC)C=C1)C(F)F